1,2-benzoxazol-3-amine O1N=C(C2=C1C=CC=C2)N